1-Methyl-3,4,5-trinitropyrazole CN1N=C(C(=C1[N+](=O)[O-])[N+](=O)[O-])[N+](=O)[O-]